C(CC(C)C)C(C(=O)O)=CC1=CC=C(C=C1)OC isoamyl-p-methoxycinnamic acid